(2R,3S,4S,5R)-3-[4,5-difluoro-2-(2H3)methoxyphenyl]-4,5-dimethyl-5-(trifluoromethyl)oxapentanone FC1=CC(=C(C=C1F)[C@@H](C(O)=O)[C@@H]([C@H](C(F)(F)F)C)C)OC([2H])([2H])[2H]